(3-amino-5-(4-fluorophenyl)-1H-pyrazol-1-yl)(3,4,5-trimethoxyphenyl)methanone NC1=NN(C(=C1)C1=CC=C(C=C1)F)C(=O)C1=CC(=C(C(=C1)OC)OC)OC